N-(7-amino-2,2,3,3-tetrafluoro-2,3-dihydro-1,4-benzodioxin-6-yl)-2-bromo-5-(ethylsulfanyl)-1-methyl-1H-imidazole-4-carboxamide NC=1C(=CC2=C(OC(C(O2)(F)F)(F)F)C1)NC(=O)C=1N=C(N(C1SCC)C)Br